2,5-dianilinoterephthalic acid N(C1=CC=CC=C1)C1=C(C(=O)O)C=C(C(=C1)C(=O)O)NC1=CC=CC=C1